dibenzyldithiobenzoate C(C1=CC=CC=C1)C=1C(=C(C(=S)[S-])C=CC1)CC1=CC=CC=C1